Methyl 2-(4-(1-trifluoromethylthio-2-methylpropyl)phenyl)propanoate FC(SC(C(C)C)C1=CC=C(C=C1)C(C(=O)OC)C)(F)F